(S)-N1-Ethyl-N6-(1-(2-(2-adamantylamino)-2-oxoethyl)-2-oxo-1,2-dihydropyridin-3-yl)-5-(6-methylimidazo[2,1-b]thiazol-3-carboxamido)-2-oxohexandiamid C(C)NC(C(CC[C@@H](C(=O)NC=1C(N(C=CC1)CC(=O)NC1C2CC3CC(CC1C3)C2)=O)NC(=O)C=2N3C(SC2)=NC(=C3)C)=O)=O